CC1([C@@H]2CC([C@@H]1CC2)=O)C (1R,4S)-7,7-dimethyl-2-oxo-norbornane